ClCC1C=CCCC1 3-(chloromethyl)cyclohexene